N1N=C(C2=CC=CC=C12)C(=O)N indazole-3-amide